OC=1C=C(C=CC1[N+](=O)[O-])N1CCN(CC1)C(=O)OC(C)(C)C tert-butyl 4-(3-hydroxy-4-nitrophenyl)piperazine-1-carboxylate